COC1OC=2C(C1)CC=CC2 methoxy-3,4-dihydrobenzofuran